4-(tert-butyldiphenylsiloxy)-1-butyne O([Si](C1=CC=CC=C1)(C1=CC=CC=C1)C(C)(C)C)CCC#C